BrC1=CC=2C3=C(C=NC2C=C1F)N(C(C31CN(C1)C1=CC=C(C=C1)C(C)(C)C)=O)C 8'-Bromo-1-(4-(tert-butyl)phenyl)-7'-fluoro-3'-methylspiro[azetidine-3,1'-pyrrolo[2,3-c]quinolin]-2'(3'H)-one